8-bromo-1-(4-chloro-3-methoxybenzyl)-3,7-dimethyl-3,7-dihydro-1H-purine-2,6-dione BrC1=NC=2N(C(N(C(C2N1C)=O)CC1=CC(=C(C=C1)Cl)OC)=O)C